1-(2-(4-(4-(tert-butyl)phenyl)-1H-imidazol-2-yl)piperidin-1-yl)-2-(methylthio)propan-1-one C(C)(C)(C)C1=CC=C(C=C1)C=1N=C(NC1)C1N(CCCC1)C(C(C)SC)=O